ClC=1C=C(C=C(C1OC=1C(=C2C3(C(NC2=CC1)=O)CC3)Cl)Cl)N3C(=NOC3=O)C(=O)N (3,5-dichloro-4-((4'-chloro-2'-oxospiro[cyclopropane-1,3'-indolin]-5'-yl)oxy)phenyl)-5-oxo-4,5-dihydro-1,2,4-oxadiazole-3-carboxamide